di-n-octyl diphthalate C(C=1C(C(=O)[O-])=CC=CC1)(=O)OCCCCCCCC.C(C=1C(C(=O)[O-])=CC=CC1)(=O)OCCCCCCCC